C1(CC1)CCNC=1N=CC2=C(N(C(C=3C=C(C=CC23)N2CCN(CC2)C)=O)[C@@H]2CC[C@H](CC2)O)N1 trans-3-((2-Cyclopropylethyl)amino)-5-(4-hydroxycyclohexyl)-8-(4-methylpiperazin-1-yl)pyrimido[4,5-c]isoquinolin-6(5H)-one